D-arabinofuranosyl-2-fluoroadenosine C1([C@@H](O)[C@H](O)[C@H](O1)CO)[C@@]1([C@H](O)[C@H](O)[C@@H](CO)O1)N1C=NC=2C(N)=NC(=NC12)F